FC1=CC=C(C=C1)C(=CS(=O)(=O)C1=CC=C(C)C=C1)NC(C(=C)C)=O N-(1-(4-fluorophenyl)-2-(p-toluenesulfonyl)vinyl)methacrylamide